The molecule is an organic thiophosphate that is 2,6-dichloro-4-methylphenol in which the hydrogen of the hydroxy group group has been replaced by a dimethoxyphosphorothioyl group. Tolclofos-methyl is a phospholipid biosynthesis inhibitor and fungicide that is used for controlling soil-borne diseases caused by Typhula incarnata, Corticium rolfsii, Typhula ishikariensis, and Rhizoctonia solani. It has a role as an antifungal agrochemical. It is an organic thiophosphate and a dichlorobenzene. CC1=CC(=C(C(=C1)Cl)OP(=S)(OC)OC)Cl